3-bromo-1-(3-chloro-2-pyridinyl)-1H-pyridine-5-carboxylic acid BrC=1CN(C=C(C1)C(=O)O)C1=NC=CC=C1Cl